N3-methyladenosine CN1C=NC(C=2N=CN([C@H]3[C@H](O)[C@H](O)[C@@H](CO)O3)C12)=N